CNC(=O)C=1N=C(C2=CN=CC=C2C1)N1CCCC2=CC(=C(C=C12)C(F)F)C=1C=NN(C1)C 1-[7-difluoromethyl-6-(1-methyl-1H-pyrazol-4-yl)-3,4-dihydro-2H-quinolin-1-yl]-[2,7]naphthyridine-3-carboxylic acid methylamide